C(C1=CC=CC=C1)OC=1N=C(SC1C(=O)NC=1C=NC=CC1)C 4-(benzyloxy)-2-methyl-N-(pyridin-3-yl)thiazole-5-carboxamide